Cl.[N+](=O)([O-])C1=CC=C(C=C1)OC(NC1=CC=C(C=C1)C1=NN(C(=N1)N)C1=CC=C(C=C1)OC(F)(F)F)=O (4-Nitrophenyl)-N-[4-[5-(amino)-1-[4-(trifluoromethoxy)phenyl]-1,2,4-triazol-3-yl]phenyl]carbamat Hydrochloride